FC1=C(C(=CC2=C1C[C@@H](O2)CNCCC2(CCC2)CO)O)N2CC(NS2(=O)=O)=O 5-{(2R)-4-fluoro-6-hydroxy-2-[({2-[1-(hydroxymethyl)cyclobutyl]ethyl}amino)methyl]-2,3-dihydro-1-benzofuran-5-yl}-1λ6,2,5-thiadiazolidine-1,1,3-trione